FC1=C(OC2CC3(C(N4[C@H](O3)CC[C@H]4C4=NC=CN=C4)=O)C2)C=CC(=C1)F (1s,3S,5'S,7a'R)-3-(2,4-difluorophenoxy)-5'-(pyrazin-2-yl)tetrahydro-3'H-spiro[cyclobutane-1,2'-pyrrolo[2,1-b]oxazol]-3'-one